S(CCC(=O)OCCCCCCCCCCCCCCCCCC)CCC(=O)OCCCCCCCCCCCCCCCCCC di(octadecyl) 3,3'-thiodipropionate